6-bromo-imidazo[4,5-b]pyrazine BrC1=CN=C2C(=N1)NC=N2